ammonium 1-(4-(4-((3-(3,6-difluoropyridin-2-yl)-1-((1r,4r)-4-ethoxycyclohexyl)-1H-pyrazol-4-yl)carbamoyl)thiazol-2-yl)-1H-pyrazol-1-yl)ethyl hydrogen phosphate P(=O)(OC(C)N1N=CC(=C1)C=1SC=C(N1)C(NC=1C(=NN(C1)C1CCC(CC1)OCC)C1=NC(=CC=C1F)F)=O)(O)[O-].[NH4+]